C(C)OC(=O)C=1C(C=C2N([C@H](CC=3C=C(C(=NC23)Cl)OCC2CC2)C(C)(C)C)C1)=O (R)-6-(tert-butyl)-2-chloro-3-(cyclopropylmethoxy)-10-oxo-5,10-dihydro-6H-pyrido[1,2-H][1,7]Naphthyridine-9-carboxylic acid ethyl ester